FC=1C=C(CC=2C=C3C(=NNC3=CC2)NC(C2=C(C=C(C=C2)N2CCN(CC2)CC#CC=2C=CC=C3C(=NN(C23)C)C2C(NC(CC2)=O)=O)NC2CCOCC2)=O)C=C(C1)F N-(5-(3,5-difluorobenzyl)-1H-indazol-3-yl)-4-(4-(3-(3-(2,6-dioxopiperidin-3-yl)-1-methyl-1H-indazol-7-yl)prop-2-yn-1-yl)piperazin-1-yl)-2-((tetrahydro-2H-pyran-4-yl)amino)benzamide